perfluorobiphenyl FC1=C(C(=C(C(=C1F)F)F)F)C1=C(C(=C(C(=C1F)F)F)F)F